Vitamin C gold [Au].OC=1[C@H](OC(C1O)=O)[C@H](CO)O